COC1=C(CNC2=NC=NC3=C(C=C(C=C23)F)C(=O)O)C=CC(=C1)OC 4-((2,4-dimethoxybenzyl)amino)-6-fluoroquinazoline-8-carboxylic acid